oxo-3-(4-(trifluoromethyl)phenyl)-1,2,3,4-tetrahydroisoquinoline O=C1NC(CC2=CC=CC=C12)C1=CC=C(C=C1)C(F)(F)F